N-((1r,4r)-4-hydroxy-4-methylcyclohexyl)-2-(1H-imidazol-1-yl)-5H-pyrrolo[3,2-d]pyrimidine-4-carboxamide OC1(CCC(CC1)NC(=O)C=1C2=C(N=C(N1)N1C=NC=C1)C=CN2)C